N-(4-bromo-3-methoxyphenethyl)-2-(3,3-difluorocyclobutyl)-2-formamidoacetamide BrC1=C(C=C(CCNC(C(NC=O)C2CC(C2)(F)F)=O)C=C1)OC